5-{(3R)-1-[cyclopropyl(4-methoxypyrimidin-2-yl)methyl]-5',6'-dihydrospiro[pyrrolidine-3,4'-pyrrolo[1,2-b]pyrazol]-2'-yl}-3-(trifluoromethyl)pyridin-2-amine C1(CC1)C(N1C[C@]2(CCN3N=C(C=C32)C=3C=C(C(=NC3)N)C(F)(F)F)CC1)C1=NC=CC(=N1)OC